ClC1=C(C=C(C=C1)C1=COC2=C(C1=O)C=CC(=C2)O)CN2CCN(CC2)CC 3-(4-chloro-3-((4-ethylpiperazin-1-yl)methyl)phenyl)-7-hydroxy-4H-benzopyran-4-one